C[C@@H]1N(CC1)C=1C=2N(C=C(N1)N1N=C(C=C1)CC(=O)OC)C(=CN2)C(F)(F)F methyl 2-[1-[8-[(2S)-2-methylazetidin-1-yl]-3-(trifluoromethyl)imidazo[1,2-a]pyrazin-6-yl]pyrazol-3-yl]acetate